3-(4-bromo-3-(methoxymethyl)benzyl)-2-butyl-1,3-diazaspiro[4.4]non-1-en-4-one BrC1=C(C=C(CN2C(=NC3(C2=O)CCCC3)CCCC)C=C1)COC